BrC1=C2C(=CC(=C1)F)C(N([C@@]21C(N(CC1)C)=O)CC1=CC=C(C=C1)OC)=O |r| rac-4-bromo-6-fluoro-2-[(4-methoxyphenyl)methyl]-1'-methyl-spiro[isoindoline-3,3'-pyrrolidine]-1,2'-dione